2-(3-bromophenyl)-6-methyl-1,3,6,2-dioxazaborocane-4,8-dione BrC=1C=C(C=CC1)B1OC(CN(CC(O1)=O)C)=O